lithium (2,4,6-trimethylbenzoyl)phenylphosphine oxide CC1=C(C(=O)P(C2=CC=CC=C2)=O)C(=CC(=C1)C)C.[Li]